C(C)(C)(C)NS(=O)(=O)C=1C=C(C=C(C1)C)NC(=O)C1=NC=C(N=C1N1CCC2(CC2)CC1)NC(CO)(C)C N-(3-(N-(tert-Butyl)sulfamoyl)-5-methylphenyl)-5-((1-hydroxy-2-methylpropan-2-yl)amino)-3-(6-azaspiro[2.5]octan-6-yl)pyrazine-2-carboxamide